FC=1C=C(CC=2C=C3C(=NNC3=CC2)NC(C2=C(C=C(C=C2)N2CCN(CC2)CC2=CC(=CC=C2)C2C(NC(CC2)=O)=O)NC2CCOCC2)=O)C=C(C1)F N-(5-(3,5-difluorobenzyl)-1H-indazol-3-yl)-4-(4-(3-(2,6-dioxopiperidin-3-yl)benzyl)piperazin-1-yl)-2-((tetrahydro-2H-pyran-4-yl)amino)benzamide